FC(C1=CC=C(C(=O)ON=C2C(CCCC2)C2=CC=CC=C2)C=C1)(F)F 2-phenylcyclohexanone-O-(4-(trifluoromethyl)benzoyl) oxime